C(#N)C=1C(=NC=CC1)OC1CCC2(C(NC3=CC=C(C=C23)C(=O)NCC)=O)CC1 Cis-4-[(3-cyano-2-pyridyl)oxy]-N-ethyl-2'-oxo-spiro[cyclohexane-1,3'-indoline]-5'-carboxamide